C(C)OC(CC(CN(CC1=CC=CC=C1)CC1=CC=CC=C1)O)=O.O1CC(C1)C(=O)O 3-oxetaneformic acid Ethyl-4-(dibenzylamino)-3-hydroxy-butanoate